ClC1=C(C=C(C=C1)C=1C=C2C(=NC1)NC=C2)/C=C/C(=O)NC2=CC(=C(C=C2)C)C(F)(F)F (E)-3-(2-chloro-5-(1H-pyrrolo[2,3-b]pyridin-5-yl)phenyl)-N-(4-methyl-3-(trifluoromethyl)phenyl)acrylamide